3-(3-(trifluoromethyl)-1H-pyrazol-5-yl)pyridine FC(C1=NNC(=C1)C=1C=NC=CC1)(F)F